CC1=C(C(=C(C=C1)C)C1=CC=CC=C1)C1=CC=CC=C1 3',6'-Dimethyl-1,1':2',1''-terphenyl